O=C1NC(CCC1N1C(N(C2=C1C=CC(=C2)CC2CC1(C2)CCN(CC1)C(=O)OC(C)(C)C)C)=O)=O tert-butyl 2-{[1-(2,6-dioxopiperidin-3-yl)-3-methyl-2-oxo-1,3-benzodiazol-5-yl] methyl}-7-azaspiro[3.5]nonane-7-carboxylate